CC1=CC=C(N=N1)NC=1C=C(C(=CC1CC1COC1)N)N N4-(6-methylpyridazin-3-yl)-5-(oxetan-3-ylmethyl)benzene-1,2,4-triamine